ClC1=CC=C(C=C1)N1N=NC(=C1CN1N=CC(=CC1=O)N(C)C)C.[Cl+2] chlorine (ii) 2-[[3-(4-chlorophenyl)-5-methyl-triazol-4-yl]methyl]-5-(dimethylamino)pyridazin-3-one